FC1=C(CN2C(C=3C=C(C=NC3CC2)C2=CC=3N(C=C2)N=C(N3)C)=O)C=C(C=C1)OC(F)(F)F 6-(2-fluoro-5-(trifluoromethoxy)benzyl)-3-(2-methyl-[1,2,4]triazolo[1,5-a]pyridin-7-yl)-7,8-dihydro-1,6-naphthyridin-5(6H)-one